2-[2-(aminomethyl)-3,3-difluoro-allyl]-4-[4-[6-(dimethylamino)-3-pyridinyl]-2-pyridinyl]-1,2,4-triazol-3-one NCC(CN1N=CN(C1=O)C1=NC=CC(=C1)C=1C=NC(=CC1)N(C)C)=C(F)F